6-(benzyloxy)-1-{(E)-2-[4-(1-benzyl-1H-pyrazol-4-yl)-2-methylphenyl]ethenyl}-7-methoxy-1,2,3,4-tetrahydroisoquinoline C(C1=CC=CC=C1)OC=1C=C2CCNC(C2=CC1OC)\C=C\C1=C(C=C(C=C1)C=1C=NN(C1)CC1=CC=CC=C1)C